C(C1CO1)ON(C1=CC=CC=C1)OCC1CO1 N,N-bis(2,3-epoxypropoxy)-aniline